N-(3-methacryloyloxypropyl)-2-pyrrolidinone C(C(=C)C)(=O)OCCCN1C(CCC1)=O